N1C=NC(=C1)C(=O)NCCOCCOCCOCCOCC(COCCCCCCCC(=O)OCCCCCCCCC)OCCCCCCCC(=O)OCCCCCCCCC nonyl 8-[3-[2-[2-[2-[2-(1H-imidazole-4-carbonylamino)ethoxy] ethoxy] ethoxy] ethoxy]-2-(8-nonoxy-8-oxo-octoxy)propoxy]octanoate